O=C1NC(CCC1C=1C=C(CN2CCC(CC2)C2=NC(=C(C(=O)N)C=C2)C2=CC=C(C=C2)OC2=CC=CC=C2)C=CC1)=O 6-(1-(3-(2,6-dioxopiperidin-3-yl)benzyl)piperidin-4-yl)-2-(4-phenoxyphenyl)nicotinamide